2,2'-dichloro-hydrazobenzene ClN(NC1=CC=CC=C1)C1=C(C=CC=C1)Cl